Ethyl-6-methoxy-3-pentyl-4-(phenylthio)-1,2,3,4-tetrahydroquinoline-2-carboxylate C(C)OC(=O)C1NC2=CC=C(C=C2C(C1CCCCC)SC1=CC=CC=C1)OC